N-(3-bromo-2,4-difluorophenyl)-6-fluoro-1-oxo-2,3-dihydroindene-4-sulfonamide BrC=1C(=C(C=CC1F)NS(=O)(=O)C=1C=2CCC(C2C=C(C1)F)=O)F